7-methoxy-6-(3-methyl-6-(pyrazolo[1,5-a]pyrimidin-3-yl)-1H-pyrazolo[4,3-c]pyridin-1-yl)-3,4-dihydroquinolin-2(1H)-one COC1=C(C=C2CCC(NC2=C1)=O)N1N=C(C=2C=NC(=CC21)C=2C=NN1C2N=CC=C1)C